2-(3-nitropyridin-2-yl)malonic acid 1-(tert-butyl) 3-ethyl ester C(C)OC(C(C(=O)OC(C)(C)C)C1=NC=CC=C1[N+](=O)[O-])=O